3-[3-(4-Methoxy-benzyl)-3H-imidazo[4,5-b]pyridin-2-yl]-N-(4-methyl-benzyl)-propionamide COC1=CC=C(CN2C(=NC=3C2=NC=CC3)CCC(=O)NCC3=CC=C(C=C3)C)C=C1